C(C)(C)(C)OC(=O)N1[C@H](CC1)C(=O)O (2R)-1-tert-butoxycarbonylazetidine-2-carboxylic acid